BrC1=CC=C(C=C1)C1=C(C(=C(C(=C1C1=CC=C(C=C1)Br)C1=CC=C(C=C1)Br)C1=CC=C(C=C1)Br)C1=CC=C(C=C1)Br)C1=CC=C(C=C1)Br hexa(4-bromophenyl)benzene